ClC=1C=C(C=CC1)C(C(F)(F)F)=O 1-(3-chlorophenyl)2,2,2-trifluoroethane-1-one